2-(cyclopropanecarboxamido)-N-(5-nitrothiazol-2-yl)benzamide C1(CC1)C(=O)NC1=C(C(=O)NC=2SC(=CN2)[N+](=O)[O-])C=CC=C1